Cl.FC1=CC=C(C=C1)C1=CC=C2C(=N1)N(C(=N2)C=2C(=NC=CC2)N)C2=CC=C(C=C2)CN2CCNCC2 3-(5-(4-fluorophenyl)-3-(4-(piperazin-1-ylmethyl)phenyl)-3H-imidazo[4,5-b]pyridin-2-yl)pyridin-2-amine hydrochloride